C(C)(=O)[O-].C(C)(=O)[O-].[Pd+2].COC1=C(C=CC(=C1)OC)CNC1=NN=C(C2=CC(=CC=C12)C=1C=C(C=NC1)B(O)O)C [5-[1-[(2,4-DIMETHOXYPHENYL)METHYLAMINO]-4-METHYLPHTHALAZIN-6-YL]PYRIDIN-3-YL]BORONIC ACID Palladium(II) diacetate